[Cl-].[Cl-].CC1=C(C(=C(C1(C)[Zr+2]C1=C(CC=2C=CC3=C(C12)C=CC=C3)C)C)C)C (pentamethylcyclopentadienyl)(2-methylbenzo[e]indenyl)zirconium dichloride